OC1=CC(=C(C=C1)NC1=NNC(=C1)C1=CC=C(C=C1)N1C(CCCC1)=O)C 1-(4-(3-((4-hydroxy-2-methylphenyl)amino)-1H-pyrazol-5-yl)phenyl)piperidin-2-one